bis[(3-ethyl-3-oxetanylmethoxy) methyl-phenyl] ketone C(C)C1(COC1)COCC1=C(C=CC=C1)C(=O)C1=C(C=CC=C1)COCC1(COC1)CC